4-[(1,3-dimethyl-1h-pyrazol-5-yl)methyl]morpholine methyl-(2S)-2-[(tert-butoxycarbonyl)amino]-3-[3-(4,4,5,5-tetramethyl-1,3,2-dioxaborolan-2-yl)phenyl]propanoate COC([C@H](CC1=CC(=CC=C1)B1OC(C(O1)(C)C)(C)C)NC(=O)OC(C)(C)C)=O.CN1N=C(C=C1CN1CCOCC1)C